(S)-5-((4-methoxy-5-(3-methyl-[1,2,4]triazolo[4,3-a]pyridin-6-yl)-7H-pyrrolo[2,3-d]pyrimidin-2-yl)amino)-1-methylpiperidin-2-one COC=1C2=C(N=C(N1)N[C@H]1CCC(N(C1)C)=O)NC=C2C=2C=CC=1N(C2)C(=NN1)C